(2R,3S,4R,5S,6R)-2-(hydroxymethyl)-6-((R)-1-(2-methyl-4-(4-(trifluoromethyl)pyridin-2-yl)phenyl)ethyl)tetrahydro-2H-pyran-3,4,5-triol OC[C@H]1O[C@@H]([C@H]([C@H]([C@@H]1O)O)O)[C@H](C)C1=C(C=C(C=C1)C1=NC=CC(=C1)C(F)(F)F)C